3-(4-amino-7-(4-(2,2-difluoro-1-hydroxyethyl)-2-methyl-oxazol-5-yl)-2-(pyridin-2-ylmethyl)pyrazolo[1,5-a]pyrazin-6-yl)benzonitrile NC=1C=2N(C(=C(N1)C=1C=C(C#N)C=CC1)C1=C(N=C(O1)C)C(C(F)F)O)N=C(C2)CC2=NC=CC=C2